C(C=C)(=O)N1C[C@@H](N(C[C@H]1C)C=1C2=C(N(C(N1)=O)C=1C(=NC=CC1F)C(C)C)CN(CC2)C2=C(C=CC=C2O)F)C ((2S,5R)-4-propenoyl-2,5-dimethylpiperazin-1-yl)-1-(4-fluoro-2-isopropylpyridin-3-yl)-7-(2-fluoro-6-hydroxyphenyl)-5,6,7,8-tetrahydropyrido[3,4-d]pyrimidin-2(1H)-one